[Si](C)(C)(C(C)(C)C)OCC[C@H](C)O (S)-4-((tert-butyldimethylsilyl)oxy)2-butanol